CO[C@@H]1[C@]2(C)[C@@H](CC1)[C@@H]1CC=C3C[C@@H](CC[C@]3(COC)[C@H]1CC2)O (3α,17β)-17,19-Dimethoxyandrost-5-en-3-ol